N-[2-cyano-4-(4,4,5,5-tetramethyl-1,3,2-dioxaborolan-2-yl)phenyl]-N-(cyclopropylmethyl)acetamide C(#N)C1=C(C=CC(=C1)B1OC(C(O1)(C)C)(C)C)N(C(C)=O)CC1CC1